perfluoro(N-ethylpiperidine) FC1(N(C(C(C(C1(F)F)(F)F)(F)F)(F)F)C(C(F)(F)F)(F)F)F